C=C1CC(CCC1)=C 1,3-bis(methylene)-cyclohexane